beta-D-galactoheptose C([C@H]([C@@H]([C@@H]([C@H]([C@@H](C=O)O)O)O)O)O)O